[Si](C)(C)(C(C)(C)C)OC1CNCCN(C1)C(=O)OC(C)(C)C tert-butyl 6-((tert-butyldimethylsilyl) oxy)-1,4-diazacycloheptane-1-carboxylate